bisphenylphosphonium palladium dichloride [Pd](Cl)Cl.C1(=CC=CC=C1)[PH2+]C1=CC=CC=C1